(1,3-dihydro-2-benzofuran-5-yl)methanesulfonyl chloride C1OCC2=C1C=CC(=C2)CS(=O)(=O)Cl